(3S,4R,5R)-4-[(tert-butyldimethylsilyl)oxy]-5-{[(tert-butyldimethylsilyl)oxy]methyl}-3-chloro-3-fluorooxolan-2-one [Si](C)(C)(C(C)(C)C)O[C@H]1[C@](C(O[C@@H]1CO[Si](C)(C)C(C)(C)C)=O)(F)Cl